5-(3-ethyl-2-methyl-3H-imidazo[4,5-b]pyridin-5-yl)-N-isopropyl-pyrrolo[2,1-f][1,2,4]triazin-2-amine C(C)N1C(=NC=2C1=NC(=CC2)C=2C=CN1N=C(N=CC12)NC(C)C)C